CC(C)(CCN1N=CC2=CC(=C(C=C12)N1CCOCC1)[N+](=O)[O-])O 2-Methyl-4-(6-morpholino-5-nitro-1H-indazol-1-yl)butane-2-ol